Trans-oleyl ether sulfate S(=O)(=O)(O)O.C(CCCCCCC\C=C\CCCCCCCC)OCCCCCCCC\C=C\CCCCCCCC